(+)-6-tert-butyl-10-chloro-1-fluoro-9-(3-methoxypropoxy)-2-oxo-6,7-dihydro-2H-pyrido[2,1-a]Isoquinoline-3-carboxylic acid C(C)(C)(C)C1N2C(C3=CC(=C(C=C3C1)OCCCOC)Cl)=C(C(C(=C2)C(=O)O)=O)F